calcium-tantalum oxide [O-2].[Ta+5].[Ca+2]